ethyl N-[(1E)-1-(diethylamino)ethylidene]-phosphoramidofluoridate C(C)N(\C(\C)=N\P(OCC)(=O)F)CC